S(=O)(=O)(O)C1=C2C(=O)OC(C(=C1)C(=C2)S(=O)(=O)O)=O 2,5-disulfo-terephthalic anhydride